4-acetylindol C(C)(=O)C1=C2C=CNC2=CC=C1